CC(CC(C)(C)C)(C)C1=CC=C(C=C1)NC1=CC=CC2=CC=CC=C12 N-[4-(1,1,3,3-tetramethylbutyl)phenyl]-1-naphthylamine